COC=1C=C(CN2C(C3(C4=CC=CC=C24)CCC(CC3)=O)=O)C=C(C1)OC 1'-(3,5-dimethoxybenzyl)spiro[cyclohexane-1,3'-indoline]-2',4-dione